C(C=C)(=O)OC1=C(C=C(C=C1)C)C1=CC=CC=2NN=NC21 2-acryloyloxy-5-methyl-phenyl-benzotriazole